5-((1-(dimethylamino)propan-2-yl)oxy)-N-(5-fluoroquinolin-6-yl)-7-(1-methyl-1H-pyrazol-4-yl)quinazolin-4-amine CN(CC(C)OC1=C2C(=NC=NC2=CC(=C1)C=1C=NN(C1)C)NC=1C(=C2C=CC=NC2=CC1)F)C